C(C)(C)(C)OC(=O)N1C(CNCC1)C1=C(NC=2N(C1=O)N=C(N2)C2=CCC1(CCCO1)CC2)CC (5-Ethyl-7-oxo-2-(1-oxaspiro[4.5]dec-7-en-8-yl)-4,7-dihydro-[1,2,4]triazolo[1,5-a]pyrimidin-6-yl)piperazine-1-carboxylic acid tert-butyl ester